OC1(C(CCC1)N1C(C(=CC2=C1N=C(N=C2)NC2(CCN(CC2)S(=O)(=O)C([2H])([2H])[2H])[2H])C([2H])(F)F)=O)C([2H])([2H])[2H] (±)-8-(2-hydroxy-2-(methyl-d3)cyclopentyl)-6-(difluoromethyl-d)-2-((1-((methyl-d3)sulfonyl)piperidin-4-yl-4-d)-amino)pyrido[2,3-d]pyrimidin-7(8H)-one